nonamethyleneglycol dimethacrylate C(C(=C)C)(=O)OCCCCCCCCCOC(C(=C)C)=O